N-cyano-4-[2-[4-(trifluoromethyl)phenoxy]phenyl]-benzenesulfonamide C(#N)NS(=O)(=O)C1=CC=C(C=C1)C1=C(C=CC=C1)OC1=CC=C(C=C1)C(F)(F)F